tert-butyl (3S)-3-[3-[[tert-butyl(dimethyl)silyl]oxymethyl]-4-[3-cyano-4-[(3-fluoro-2-pyridyl)sulfanyl]pyrazolo[1,5-a]pyridin-6-yl]pyrazol-1-yl]piperidine-1-carboxylate [Si](C)(C)(C(C)(C)C)OCC1=NN(C=C1C=1C=C(C=2N(C1)N=CC2C#N)SC2=NC=CC=C2F)[C@@H]2CN(CCC2)C(=O)OC(C)(C)C